6-(4-Fluorophenyl)-8-((tetrahydro-2H-pyran-4-yl)oxy)-N-(1-(2-(trifluoromethyl)pyrimidin-5-yl)ethyl)quinazolin-4-amine Nitrogen [N].FC1=CC=C(C=C1)C=1C=C2C(=NC=NC2=C(C1)OC1CCOCC1)NC(C)C=1C=NC(=NC1)C(F)(F)F